C(C)(C)(C)N1CCN(CC1)CC1=CC(=NC(=C1)NC1CCC(CC1)O)Br tert-Butyl-4-((2-bromo-6-(((1R,4R)-4-hydroxycyclohexyl)amino)pyridin-4-yl)methyl)piperazine